butenyl-cyclohexyl-diaminosilane C(=CCC)[Si](N)(N)C1CCCCC1